2,5-dichloro-N-(5-chloro-2-iodophenyl)pyrimidin-4-amine ClC1=NC=C(C(=N1)NC1=C(C=CC(=C1)Cl)I)Cl